BrC=1C(N(N=C(C1C1=C(C=CC=C1F)F)C1=CC(=CC(=C1)OC)OC)C)=O 4-bromo-5-(2,6-difluorophenyl)-6-(3,5-dimethoxyphenyl)-2-methyl-3(2H)-pyridazinone